C1(=CC=CC=C1)C1=NNC(=C1CC(=O)NO)C1=CC=CC=C1 2-(3,5-Diphenyl-1H-pyrazol-4-yl)ethanehydroxamic acid